[Cl-].C(C)[N+](C)(CC)CC N,N,N-triethyl-N-methyl-ammonium chloride